(R)-5-((((6-(2-chloro-3-(3-chloro-2-((2-fluoro-3-((3-(methoxymethyl)azetidin-1-yl)methyl)phenyl)amino)pyridin-4-yl)phenyl)-2-methoxypyridin-3-yl)methyl)amino)methyl)pyrrolidin-2-one ClC1=C(C=CC=C1C1=C(C(=NC=C1)NC1=C(C(=CC=C1)CN1CC(C1)COC)F)Cl)C1=CC=C(C(=N1)OC)CNC[C@H]1CCC(N1)=O